C(C)(C)(C)N1N=C(C=C1N)[C@H]1C[C@H]([C@H](C1)F)O[Si](C)(C)C(C)(C)C |r| rac-1-(tert-butyl)-3-((1S,3R,4S)-3-((tert-butyldimethylsilyl)oxy)-4-fluorocyclopentyl)-1H-pyrazol-5-amine